(3-((1R,3R)-3-methyl-1-(4-((1-propylazetidin-3-yl)oxy)phenyl)-1,3,4,9-tetrahydro-2H-pyrido[3,4-b]indol-2-yl)bicyclo[1.1.1]pentan-1-yl)methanol C[C@@H]1CC2=C(NC3=CC=CC=C23)[C@H](N1C12CC(C1)(C2)CO)C2=CC=C(C=C2)OC2CN(C2)CCC